tert-butyl (3-bromobenzyl)carbamate BrC=1C=C(CNC(OC(C)(C)C)=O)C=CC1